(((10-methyl-10H-phenoxazine-3,7-diyl)-bis-(2-(trifluoromethyl)-4,1-phenylene))-bis-(oxy))-bis-(methylene)-bis-(dihydrogen phosphate) CN1C2=CC=C(C=C2OC=2C=C(C=CC12)C1=CC(=C(C=C1)OCOP(=O)(O)[O-])C(F)(F)F)C1=CC(=C(C=C1)OCOP(=O)(O)[O-])C(F)(F)F